N1N=C(C=C1)CN1C(C2=CC=C(C=C2C=N1)S(=O)(=O)C=1N=C(SC1)C(C)OC)=O 2-((1H-pyrazol-3-yl)methyl)-6-((2-(1-methoxyethyl)thiazol-4-yl)sulfonyl)phthalazin-1(2H)-one